N[C@@H]1[C@@H](OCC12CCN(CC2)C2=C(N=C1C(=N2)NN=C1C1=C(C=CC=C1)Cl)CO)C {6-[(3S,4S)-4-amino-3-methyl-2-oxa-8-azaspiro[4.5]dec-8-yl]-3-(2-chlorophenyl)-1H-pyrazolo[3,4-b]pyrazin-5-yl}methanol